The molecule is a fatty acid ester obtained by formal condensation of the carboxy group of (9Z)-hexadecenoic acid with the hydroxy group of 5-hydroxyoctadecanoic acid. It is a fatty acid ester and a monocarboxylic acid. It derives from a palmitoleic acid and a 5-hydroxyoctadecanoic acid. It is a conjugate acid of a 5-[(9Z)-hexadecenoyloxy]octadecanoate. CCCCCCCCCCCCCC(CCCC(=O)O)OC(=O)CCCCCCC/C=C\\CCCCCC